trans-6-[[4-[(3S)-3-(5-fluoro-3-pyridyl)isoxazolidine-2-carbonyl]cyclohexyl]methyl]isoindolin-1-one FC=1C=C(C=NC1)[C@H]1N(OCC1)C(=O)[C@@H]1CC[C@H](CC1)CC1=CC=C2CNC(C2=C1)=O